C(CCCCCCCCC(=O)OCC(CCCC)CC)(=O)OCCC(CCCCCCCCCCCC)OC(=O)OCCCN(C)CC 1-(3-(((3-(ethyl(methyl)amino)propoxy)carbonyl)oxy)pentadecyl) 10-(2-ethylhexyl) decanedioate